BrC1=C(C=C(OCC2CC3(C2)CCNCC3)C=C1)C(F)(F)F 2-[[4-bromo-3-(trifluoromethyl)phenoxy]methyl]-7-azaspiro[3.5]nonane